CCC(CCCC)C1OCC(CO1)O 2-(heptan-3-yl)-5-hydroxy-1,3-dioxane